C(C)C(CC(C)C)CCCC(CC(C)C)CC 4,8-diethyl-2,10-dimethyl-undecane